C(C)(=O)N1CCN(CC1)C1=CC=C(C=C1)O 4-(4-acetylpiperazin-1-yl)phenol